O=C1CC(N(CC1)C(=O)OC(C)(C)C)C(=O)OCC 1-(tert-butyl) 2-ethyl 4-oxopiperidine-1,2-dicarboxylate